6'-bromospiro[cyclobutane-1,3'-indolin]-2'-one BrC1=CC=C2C3(C(NC2=C1)=O)CCC3